tert-butyl 7-(3-ethoxy-1-(1-(2-(2-hydroxyethoxy)ethyl)-4-methyl-1H-benzo[d][1,2,3]triazol-5-yl)-3-oxopropyl)-3,4-dihydroisoquinoline-2(1H)-carboxylate C(C)OC(CC(C1=C(C2=C(N(N=N2)CCOCCO)C=C1)C)C1=CC=C2CCN(CC2=C1)C(=O)OC(C)(C)C)=O